5-Methyl-2-oxo-2,3-dihydro-1H-benzo[d]imidazole-1-carboxylic acid tert-butyl ester C(C)(C)(C)OC(=O)N1C(NC2=C1C=CC(=C2)C)=O